N-(1-((1s,4s)-4-(hydroxymethyl)cyclohexyl)-5-(piperazin-1-ylmethyl)-1H-benzo[d]imidazol-2-yl)-3-(trifluoromethyl)benzamide OCC1CCC(CC1)N1C(=NC2=C1C=CC(=C2)CN2CCNCC2)NC(C2=CC(=CC=C2)C(F)(F)F)=O